1-nitro-4-[(4-nitrophenyl)disulfanyl]benzene [N+](=O)([O-])C1=CC=C(C=C1)SSC1=CC=C(C=C1)[N+](=O)[O-]